2-[2-fluoro-5-(1-hydroxy-1-methyl-ethyl)phenyl]-4-[[5-(4-hydroxy-1-piperidyl)-2-pyridyl]amino]-6H-1,6-naphthyridin-5-one FC1=C(C=C(C=C1)C(C)(C)O)C1=NC=2C=CNC(C2C(=C1)NC1=NC=C(C=C1)N1CCC(CC1)O)=O